nitroisooxazol [N+](=O)([O-])C1=NOC=C1